NCCCCCCNCCC[Si](OC)(OC)OC N-(6-aminohexyl)3-aminopropyl-trimethoxysilane